COC(=O)C=1OC(=C(C1)Br)CCCO 4-bromo-5-(3-hydroxypropyl)furan-2-carboxylic acid methyl ester